tert-Butyl (3S)-3-[4-(3-chloro-2-fluoro-anilino)pyrimido[5,4-d]pyrimidin-6-yl]oxypyrrolidine-1-carboxylate ClC=1C(=C(NC=2C3=C(N=CN2)C=NC(=N3)O[C@@H]3CN(CC3)C(=O)OC(C)(C)C)C=CC1)F